6-acetyl-8-cyclopentyl-2-((5-(4-(4-(hydroxymethyl)benzyl)-piperidin-1-yl)pyridin-2-yl)amino)-5-methylpyrido[2,3-d]pyrimidin-7(8H)-one C(C)(=O)C1=C(C2=C(N=C(N=C2)NC2=NC=C(C=C2)N2CCC(CC2)CC2=CC=C(C=C2)CO)N(C1=O)C1CCCC1)C